CC(C)(N)N 2,2-propylenediamine